FC(COC1=C(C=CC=C1)B(O)O)(F)F 2-(2,2,2-trifluoroethoxy)phenylboronic acid